N-(4-methoxybenzyl)-6-nitro-1H-indole-4-carboxamide COC1=CC=C(CNC(=O)C=2C=3C=CNC3C=C(C2)[N+](=O)[O-])C=C1